methyl 5-bromo-2-hydroxy-6-methylpyridine-3-carboxylate BrC=1C=C(C(=NC1C)O)C(=O)OC